3-(benzyloxy)-8-(3-(hydroxymethyl)bicyclo[1.1.1]pentan-1-yl)-6H-benzo[c]chromen C(C1=CC=CC=C1)OC1=CC=C2C3=C(COC2=C1)C=C(C=C3)C31CC(C3)(C1)CO